ClC=1C(=C(C(=C(C1)[C@@H]1[C@@H](O[C@@]([C@@H]1C)(C(F)(F)F)C)C(=O)NC1=CC(=NC=C1)C(=O)N)OC)F)F 4-[[(2R,3r,4r,5s)-3-(5-chloro-3,4-difluoro-2-methoxy-phenyl)-4,5-dimethyl-5-(trifluoromethyl)tetrahydrofuran-2-carbonyl]amino]pyridine-2-carboxamide